(1R,4R,7R)-2-{2-[6-(1,3-benzothiazol-5-yl)-1-(cyclopropylmethyl)-1H-pyrrolo[2,3-b]pyridin-2-yl]-7-methoxy-1-methyl-1H-1,3-benzodiazole-5-carbonyl}-2-azabicyclo[2.2.1]heptan-7-amine S1C=NC2=C1C=CC(=C2)C2=CC=C1C(=N2)N(C(=C1)C1=NC2=C(N1C)C(=CC(=C2)C(=O)N2[C@@H]1CC[C@H](C2)[C@H]1N)OC)CC1CC1